O[C@@H]1CC[C@H](CC1)NC(CN1C=NC2=C(C1=O)N(N=C2NC2=CC=C(C=C2)C(F)(F)F)C)=O N-((trans)-4-hydroxycyclohexyl)-2-(1-methyl-7-oxo-3-((4-(trifluoromethyl)phenyl)amino)-1,7-dihydro-6H-pyrazolo[4,3-d]Pyrimidin-6-yl)acetamide